C1(CCC1)C=1C(=NN(C1CC1=CC=C(C=C1)OC(F)(F)F)C)NC(C[C@@H]1C(C(C1)(F)F)(F)F)=O (S)-N-(4-cyclobutyl-1-methyl-5-(4-(trifluoromethoxy)benzyl)-1H-pyrazol-3-yl)-2-(2,2,3,3-tetrafluorocyclobutyl)acetamide